BrC=1C=C(C(=NC1)N)C 5-Bromo-3-methylpyridin-2-amine